C1(=CC(=CC=C1)C1=NC(=NC=C1Cl)NC=1C=C(C=NC1)NC(CCCCCCCN1CCN(CC1)CCCOC1=C2C(N(C(C2=CC=C1)=O)C1C(NC(CC1)=O)=O)=O)=O)C1=CC=CC=C1 N-(5-((4-([1,1'-biphenyl]-3-yl)-5-chloropyrimidin-2-yl)amino)pyridin-3-yl)-8-(4-(3-((2-(2,6-dioxopiperidin-3-yl)-1,3-dioxoisoindolin-4-yl)oxy)propyl)piperazin-1-yl)octanamide